(R)-3-((((2,5-dioxopyrrolidin-1-yl)oxy)carbonyl)oxy)pyrrolidine-1-carboxylic acid tert-butyl ester C(C)(C)(C)OC(=O)N1C[C@@H](CC1)OC(=O)ON1C(CCC1=O)=O